1-(pyrazin-2-yl)-5-(trifluoromethyl)-1H-pyrazole-4-carboxylic acid ethyl ester C(C)OC(=O)C=1C=NN(C1C(F)(F)F)C1=NC=CN=C1